O1C2=C(OCC1)C=C(C=C2)C=2C=CC(=C(C2)S(=O)(=O)NC=2C=NC=1CCNC(C1C2)=O)OC 5-(2,3-dihydrobenzo[b][1,4]dioxin-6-yl)-2-methoxy-N-(5-oxo-5,6,7,8-tetrahydro-1,6-naphthyridin-3-yl)benzenesulfonamide